COC1=C(CNC2=NC=CC3=C2N=C(S3)C3=CC(=CC=C3)I)C=CC(=C1)OC N-(2,4-dimethoxybenzyl)-2-(3-iodophenyl)thiazolo[4,5-c]pyridin-4-amine